O.C1(O)=C(O)C(=CC(=C1)S(=O)(=O)[O-])S(=O)(=O)[O-].[Na+].[Na+] disodium catechol-3,5-disulfonate monohydrate